ClC1=C(C(=O)NC2=C3C=NN(C3=CC=C2)C=2C=NC(=NC2)C)C=C(C=C1)CNC(C(C)(C)C)=O 2-Chloro-5-{[(2,2-dimethylpropionyl)amino]methyl}-N-[1-(2-methylpyrimidin-5-yl)-1H-indazol-4-yl]benzamide